BrC1=CC=C(C=C1)C1=NC2=C(N1)C=CC=C2 2-(4-bromophenyl)-1H-benzo[d]imidazole